O=C1N(C2=CC=CC=C2CC1)C(=O)OC(C)(C)C tert-butyl 2-oxo-3,4-dihydroquinoline-1(2H)-carboxylate